3-(1-oxo-6-(6-(4-(quinoxalin-2-yl)-1H-pyrazol-1-yl)hexyl)isoindolin-2-yl)piperidine-2,6-dione O=C1N(CC2=CC=C(C=C12)CCCCCCN1N=CC(=C1)C1=NC2=CC=CC=C2N=C1)C1C(NC(CC1)=O)=O